C(C)N1C2=C([C@H]([C@@H](C1=O)NC(=O)C1=NC=CC(=N1)C(F)(F)F)C1=CC=CC(=N1)CNC(OC(C)(C)C)=O)C=NN2C2=CC=CC=C2 |r| rac-tert-butyl ((6-((4R,5S)-7-ethyl-6-oxo-1-phenyl-5-(4-(trifluoromethyl)pyrimidine-2-carboxamido)-4,5,6,7-tetrahydro-1H-pyrazolo[3,4-b]pyridin-4-yl)pyridin-2-yl)methyl)carbamate